CC1(COB(O1)C=1C=CC2=C(N(C(O2)=O)CCN(C)C)C1)C 5-(5,5-dimethyl-1,3,2-dioxaborolan-2-yl)-3-(2-(dimethylamino)ethyl)-1,3-benzoxazol-2(3H)-one